Cl.Cl.N(=NC(C)(C)C=1NCCN1)C(C)(C)C=1NCCN1 2,2'-azobis(2-(2-imidazolin-2-yl)propane) dihydrochloride